FC1=CC2=C(N(CN=C2N2CC=3N(CC2)C(=NC3)C=C)C(C)C)N=C1C1=C(C=CC=C1O)F 6-fluoro-7-(2-fluoro-6-hydroxyphenyl)-1-isopropyl-4-(3-vinyl-5,6-dihydro-imidazo[1,5-a]pyrazin-7(8H)-yl)pyrido[2,3-d]pyrimidin